C(C)(C)(C)OC(=O)N1CCCC(=CC1)C1=CC=C(C=C1)Cl 5-(4-Chlorophenyl)-2,3,4,7-tetrahydro-1H-azepine-1-carboxylic acid tert-butyl ester